C(C=C)(=O)O.C(C=C)(=O)O.C(C(O)CO)(=O)O.OC1=CC=C(C=C1)C(C)(C)C1=CC=C(C=C1)O bisphenol a glycerate diacrylate